COC1=NC(=CC(=C1)C(\C(=C\C=1C=C2C=CN(C2=CC1)C)\C)=O)OC (E)-1-(2,6-dimethoxypyridin-4-yl)-2-methyl-3-(1-methyl-1H-indol-5-yl)propan-2-en-1-one